1-methoxy-2-methylpropan-2-amine COCC(C)(N)C